C(C)NC(=O)C1=NC(=CC=C1)NC1=CC(=C2C(=N1)NN(C2=O)C)NC2=C(C(=CC=C2)C=2N=NN(N2)C)OC N-ethyl-6-((4-((2-methoxy-3-(2-methyl-2H-tetrazol-5-yl)phenyl)amino)-2-methyl-3-oxo-2,3-dihydro-1H-pyrazolo[3,4-b]pyridin-6-yl)amino)pyridinecarboxamide